(S)-4-(sec-butylamino)-2-((4-(4-morpholino-piperidine-1-carbonyl)-2,3-dihydro-benzofuran-7-yl)amino)-7H-pyrrolo[2,3-d]pyrimidine-5-carbonitrile [C@H](C)(CC)NC=1C2=C(N=C(N1)NC1=CC=C(C=3CCOC31)C(=O)N3CCC(CC3)N3CCOCC3)NC=C2C#N